Cl.O=C1NC(CCC1NC(=O)C1NCC2=CC=CC=C12)=O N-(2,6-dioxopiperidin-3-yl)isoindoline-1-carboxamide hydrochloride